C12(CC3CC(CC(C1)C3)C2)C2C(=C(NC=3N2N=C(C3)CO)C)C(=O)NC=3C=C2C=CN=CC2=CC3 7-((3r,5r,7r)-adamantan-1-yl)-2-(hydroxymethyl)-N-(isoquinolin-6-yl)-5-methyl-4,7-dihydropyrazolo[1,5-a]pyrimidine-6-carboxamide